C12(CC(C1)C2)NC(=O)C2=CC1=C(C(N(C=C1C1=CC(N(C=C1OC1=C(C=CC=C1C)C)C)=O)C)=O)N2 N-(bicyclo[1.1.1]pentan-1-yl)-4-(5-(2,6-dimethylphenoxy)-1-methyl-2-oxo-1,2-dihydropyridin-4-yl)-6-methyl-7-oxo-6,7-dihydro-1H-pyrrolo[2,3-c]pyridine-2-carboxamide